C(C)(C)C1C(CC(CC1)C)C(COC)(COC)CCC(C1=CC=CC=C1)C1=CC=CC=C1 2-(2-isopropyl-5-methylcyclohexyl)-2-(3,3-diphenylpropyl)-1,3-dimethoxypropane